COC(=O)C=1C=C(OCCCCC2=NC=3CCN(CC3C=C2C(F)(F)F)C(=O)OCC2=CC=CC=C2)C=CC1 Benzyl 2-(4-(3-(methoxycarbonyl)phenoxy)butyl)-3-(trifluoromethyl)-7,8-dihydro-1,6-naphthyridine-6(5H)-carboxylate